N-(7-ethyl-1-(prop-2-en-1-yl)-1H-indazol-3-yl)-4-fluorobenzamide C(C)C=1C=CC=C2C(=NN(C12)CC=C)NC(C1=CC=C(C=C1)F)=O